vinylbenzyl-(β-phenoxyethyl) ether C(=C)C(C1=CC=CC=C1)C(COCC(C(C1=CC=CC=C1)C=C)OC1=CC=CC=C1)OC1=CC=CC=C1